C(C)(=O)[O-].P(=O)(OC[C@H]1O[C@@H]([C@@H]([C@@H]1O)O)[N+]1=CC(=CC=C1)C(N)=O)(OC[C@H]1O[C@@H]([C@@H]([C@@H]1O)O)[N+]1=CC(=CC=C1)C(N)=O)[O-] |&1:10,28| bis(((2R,3S,4R,SR)-5-(3-carbamoylpyridin-1-ium-1-yl)-3,4-dihydroxytetrahydrofuran-2-yl)methyl) phosphate acetate